NC=1SC(=NN1)SC amino-5-methylsulfanyl-1,3,4-thiadiazole